1-Ethyl-1H-indazol-6-amine C(C)N1N=CC2=CC=C(C=C12)N